(S)-tert-butyl 2-(((tert-butyldimethylsilyl)oxy)methyl)-5-(trifluoromethyl)indoline-1-carboxylate [Si](C)(C)(C(C)(C)C)OC[C@H]1N(C2=CC=C(C=C2C1)C(F)(F)F)C(=O)OC(C)(C)C